4-(1-(2-(3-Chlorophenyl)acetyl)-2,3-dihydro-1H-pyrrolo[2,3-c]pyridin-4-yl)benzonitrile ClC=1C=C(C=CC1)CC(=O)N1CCC=2C1=CN=CC2C2=CC=C(C#N)C=C2